2-[3-(1,3-dioxolan-2-yl)-4-nitro-phenyl]acetonitrile O1C(OCC1)C=1C=C(C=CC1[N+](=O)[O-])CC#N